C1(CCCC1)C=1N=C(C2=C(N1)C1=C(O2)C=CC=C1)N1[C@@H](CCC1)C(=O)O (2-cyclopentylbenzofuro[3,2-d]pyrimidin-4-yl)-L-proline